S1C=NC2=C1C=C(C=C2)NC2=NC=NC1=CC(=C(C=C21)N)C2=NN(C=C2)C N4-(benzo[d]thiazol-6-yl)-7-(1-methyl-1H-pyrazol-3-yl)quinazoline-4,6-diamine